C(#N)[C@@H](C[C@@H]1C(NCCC1)=O)NC(=O)[C@H]1N([C@H]2CC([C@@H]1CC2)(F)F)C([C@@H](CC2CC2)NC=2C=NC=C(C2)C)=O (1R,3S,4R)-N-((R)-1-cyano-2-((R)-2-oxopiperidin-3-yl)ethyl)-2-((R)-3-cyclopropyl-2-((5-methylpyridin-3-yl)amino)propanoyl)-5,5-difluoro-2-azabicyclo[2.2.2]octane-3-carboxamide